diphenyl-tetrazole bromide salt [Br-].C1(=CC=CC=C1)C1(N=NN=N1)C1=CC=CC=C1